ClC1=NC2=C(N1CC1=NC=C(C#N)C=C1)C=C(C=C2F)F 6-((2-chloro-4,6-difluoro-1H-benzo[d]imidazol-1-yl)methyl)nicotinonitrile